N[C@H](C(=O)N1[C@@H]([C@H]2C([C@H]2C1)(C)C)C(=O)N[C@@H](C[C@H]1C(NC(C1)(C)C)=O)C#N)[C@@H](C)OCC(F)(F)F (1R,2S,5S)-3-[(2S,3R)-2-amino-3-(2,2,2-trifluoroethoxy)butanoyl]-N-[(1S)-1-cyano-2-[(3R)-5,5-dimethyl-2-oxo-pyrrolidin-3-yl]ethyl]-6,6-dimethyl-3-azabicyclo[3.1.0]hexane-2-carboxamide